FC(C(=O)O)(F)F.FC(C(=O)O)(F)F.FC1=C(C(=O)NC2=C(C=C(C(=C2)F)C=2CCNCC2)C)C=CC(=C1)C=1CCNCC1 2-fluoro-N-(5-fluoro-2-methyl-4-(1,2,3,6-tetrahydropyridin-4-yl)phenyl)-4-(1,2,3,6-tetrahydropyridin-4-yl)benzamide bistrifluoroacetic acid salt